1-[2-(4-Fluorophenyl)thiazol-5-yl]cyclopropanecarboxylic acid FC1=CC=C(C=C1)C=1SC(=CN1)C1(CC1)C(=O)O